ClC1=C(OC2=NC=CC3=CC(=CC(=C23)O[C@H](C(F)(F)F)C)NC(OC2=CC=CC=C2)=O)C(=CC=C1)F (S)-phenyl (1-(2-chloro-6-fluorophenoxy)-8-((1,1,1-trifluoropropan-2-yl)oxy)isoquinolin-6-yl)carbamate